(2R,3R,4R,5S)-2-methyl-1-(2-(pyridin-2-yl)ethyl)piperidin-3,4,5-triol C[C@H]1N(C[C@@H]([C@H]([C@@H]1O)O)O)CCC1=NC=CC=C1